[(1S)-2,2,2-trifluoro-1-methyl-ethoxy]pyridine-3-carboxamide FC([C@@H](OC1=NC=CC=C1C(=O)N)C)(F)F